C[C@@H]1CN(C[C@@H](O1)C=1C=NNC1)C1=NC(=NC=C1)C1=CN=C2N1C=C(N=C2)C(F)(F)F Cis-2-methyl-6-(1H-pyrazol-4-yl)-4-(2-(6-(trifluoromethyl)imidazo[1,2-a]pyrazin-3-yl)pyrimidin-4-yl)morpholine